sodium O-(2-(3-phenylthioureido) ethyl) dithiocarbonate C([S-])(OCCNC(=S)NC1=CC=CC=C1)=S.[Na+]